CC1=CC(=C(C=C1)OCCCCCCCCCCCO)OCCCCCCCCCCCO 11,11'-((4-methyl-1,2-phenylene)bis(oxy))bis(undecan-1-ol)